FC=1C(=NC=NC1N1C(COCC1)C1=NC=C(C=C1)C(F)(F)F)NCC1CCN(CC1)C(=O)[O-] 4-(((5-fluoro-6-(3-(5-(trifluoromethyl)pyridin-2-yl)morpholino)pyrimidin-4-yl)amino)methyl)piperidine-1-carboxylate